S1C(C)(C)[C@H](C(=O)OC(C2=CC=CC=C2)C2=CC=CC=C2)N2[C@H]1CC2=O benzhydryl penicillanate